NC=1N=C(C=C2C=C(N=CC12)NC(=O)[C@H]1[C@@H](C1)C)C=1C(=NC=C(C1C)N)C |r| (±)-trans-N-[8-amino-6-(5-amino-2,4-dimethyl-3-pyridyl)-2,7-diazaNaphthalen-3-yl]-2-methyl-cyclopropanecarboxamide